C1(=CC=CC=C1)C1OC(OC1C1=CC=CC=C1)=O 4,5-diphenyl-1,3-Dioxolane-2-one